COCC(CCCC(C)C)(C)COC 1-methoxy-2-(methoxymethyl)-2,6-dimethylheptane